hafnium picolinamide N1=C(C=CC=C1)C(=O)N.[Hf]